(S)-3-(3-(4-hydroxy-1-methyl-2-oxo-1,2-dihydropyridin-3-yl)ureido)-3-(3'-(trifluoromethoxy)biphenyl-3-yl)propanoic acid OC1=C(C(N(C=C1)C)=O)NC(N[C@@H](CC(=O)O)C=1C=C(C=CC1)C1=CC(=CC=C1)OC(F)(F)F)=O